N-[6-[4-(difluoromethoxy)phenyl]-1,3-benzothiazol-2-yl]-8-oxo-6,7-dihydro-5H-indolizine-5-carboxamide FC(OC1=CC=C(C=C1)C1=CC2=C(N=C(S2)NC(=O)C2N3C=CC=C3C(CC2)=O)C=C1)F